1-N'-[6-[(6,7-dimethoxy-1,5-naphthyridin-4-yl)oxy]-2,5-difluoropyridin-3-yl]-1-N-(4-fluorophenyl)cyclopropane-1,1-dicarboxamide COC=1N=C2C(=CC=NC2=CC1OC)OC1=C(C=C(C(=N1)F)NC(=O)C1(CC1)C(=O)NC1=CC=C(C=C1)F)F